[Sr].[Sr].[Sr] strontium distrontium